FC1(CCN(CC1)C(=O)OC(C)(C)C)CN1CCN(CC1)C1=NC=NC(=C1)C=1N(N=C2C=CC(=CC12)OC1(CC1)C)COCC[Si](C)(C)C tert-butyl 4-fluoro-4-[[4-[6-[5-(1-methylcyclopropoxy)-2-(2-trimethylsilylethoxymethyl)indazol-3-yl]pyrimidin-4-yl]piperazin-1-yl]methyl]piperidine-1-carboxylate